O=C1NC(CCC1N1C(C2=CC=C(C=C2C1=O)OCCCN(C(CC=1C=C(CNC(C2=NC=C(C(=C2)C=CC2CCC(CC2)C(F)(F)F)OC)=O)C=CC1)=O)C)=O)=O N-(3-(2-((3-((2-(2,6-Dioxopiperidin-3-yl)-1,3-dioxoisoindolin-5-yl)oxy)propyl)(methyl)amino)-2-oxoethyl)benzyl)-5-methoxy-4-(2-(4-(trifluoromethyl)cyclohexyl)vinyl)picolinamide